N-((R)-3-methoxy-1-oxo-1-(((S)-5-phenyl-2-(4,4,5,5-tetramethyl-1,3,2-dioxaborolan-2-yl)pentan-2-yl)amino)propan-2-yl)pyrazine-2-carboxamide COC[C@H](C(N[C@@](C)(CCCC1=CC=CC=C1)B1OC(C(O1)(C)C)(C)C)=O)NC(=O)C1=NC=CN=C1